N-(5-(2-(2,2-dimethylpyrrolidin-1-yl)acetamido)-2-methylpyridin-3-yl)-7-(1-(2-hydroxyethyl)-1H-pyrazol-4-yl)-[1,2,4]triazolo[4,3-a]pyridine-3-carboxamide CC1(N(CCC1)CC(=O)NC=1C=C(C(=NC1)C)NC(=O)C1=NN=C2N1C=CC(=C2)C=2C=NN(C2)CCO)C